4-fluoro-2-methyl-5-nitrobenzoic acid FC1=CC(=C(C(=O)O)C=C1[N+](=O)[O-])C